C(=C)OC(C)CCC sec-pentyl vinyl ether